Cl.NC1=CC(=NC=C1OCC1CC1)NC(C)=O N-(4-amino-5-(cyclopropylmethoxy)pyridin-2-yl)acetamide hydrochloride